2-(2-((5-(3-(aminomethyl)phenyl)benzo[d]isoxazol-3-yl)methoxy)phenyl)acetic acid NCC=1C=C(C=CC1)C=1C=CC2=C(C(=NO2)COC2=C(C=CC=C2)CC(=O)O)C1